COCCCNC(=O)C=C N-(3-Methoxypropyl)acrylamide